ClC1=C(C=CC(=C1)Cl)C1=CC(=C(C=C1)C(=O)OCC(N(C)C)=O)NC(=O)C1=C(C=C(C(=C1)C(=O)O)O)C(=O)O 2-[(2',4'-dichloro-4-{[(dimethylcarbamoyl)methoxy]carbonyl}-[1,1'-biphenyl]-3-yl)carbamoyl]-5-hydroxybenzene-1,4-dicarboxylic acid